O=C1C2=C(CNC1)NN=C2 oxo-4,5,6,7-tetrahydro-1H-pyrazolo[3,4-c]pyridine